4-chloro-6-(4,4,5,5-tetramethyl-1,3,2-dioxaborolan-2-yl)-7-((2-(trimethylsilyl)ethoxy)methyl)-7H-pyrrolo[2,3-d]pyrimidine ClC=1C2=C(N=CN1)N(C(=C2)B2OC(C(O2)(C)C)(C)C)COCC[Si](C)(C)C